O=C1NC(CCC1NC1=CC(=C(C=C1)N1C[C@@H](OCC1)COC=1C=NC(=NC1)C=1C=C(CN2N=C(C=CC2=O)C=2C=C(C#N)C=CC2)C=CC1)F)=O 3-(1-(3-(5-(((2R)-4-(4-((2,6-dioxopiperidin-3-yl)amino)-2-fluorophenyl)morpholine-2-yl)methoxy)pyrimidin-2-yl)benzyl)-6-oxo-1,6-dihydropyridazin-3-yl)benzonitrile